copper-nickel copper [Cu].[Ni].[Cu]